C(=C)(C)C1=CC=C(C=C1)C(C(C)(C)O)=O 1-(4-isopropenylphenyl)-2-hydroxy-2-methylpropan-1-one